[cyano-(3-phenoxyphenyl) methyl] (2R)-2-[2-chloro-4-(trifluoromethyl) anilino]-3-methylbutanoate ClC1=C(N[C@@H](C(=O)OC(C2=CC(=CC=C2)OC2=CC=CC=C2)C#N)C(C)C)C=CC(=C1)C(F)(F)F